O=C1C(=CC=NN1)C(F)(F)F 6-oxo-5-(trifluoromethyl)-1H-pyridazin